Ethyl 6-hydroxy-4-(piperidine-1-carbonyl)quinoline-2-carboxylate OC=1C=C2C(=CC(=NC2=CC1)C(=O)OCC)C(=O)N1CCCCC1